CC1(C(C1C=1C=NN(C1)C)C(=O)O)C 2,2-dimethyl-3-(1-methyl-1H-pyrazol-4-yl)cyclopropane-1-carboxylic acid